CC1(COB(OC1)C1=C(N[C@H](C)C=2C=C(C=C3C(C=C(OC23)N2CCCCC2)=O)C)C=CC(=C1F)F)C 8-[(1R)-1-[2-(5,5-dimethyl-1,3,2-dioxaborinan-2-yl)-3,4-difluoro-anilino]ethyl]-6-methyl-2-(1-piperidyl)chromen-4-one